(+/-)-Citronellol CC(C)=CCC[C@@H](C)CCO |r|